(5-Chloro-1-ethyl-3-(2-methylpyridin-4-yl)-1H-pyrazol-4-yl)(9-(3,3-dimethylbutyl)-3,9-diazaspiro[5.5]undecan-3-yl)methanone ClC1=C(C(=NN1CC)C1=CC(=NC=C1)C)C(=O)N1CCC2(CC1)CCN(CC2)CCC(C)(C)C